6-chloro-3-(((R)-1-(3,6-dimethyl-4-oxo-2-((R*)-3-(1-(2,2,2-trifluoroethyl)-1H-pyrazol-4-yl)piperidin-1-yl)-3,4-dihydroquinazolin-8-yl)ethyl)amino)-N-(methylsulfonyl)picolinamide ClC1=CC=C(C(=N1)C(=O)NS(=O)(=O)C)N[C@H](C)C=1C=C(C=C2C(N(C(=NC12)N1C[C@H](CCC1)C=1C=NN(C1)CC(F)(F)F)C)=O)C |o1:29|